C1(CC1)S(=O)(=O)C=1C=C(OC[C@H](CN(C(OC(C)(C)C)=O)[C@@H]2COC3(C2)CCNCC3)O)C=CC1 tert-Butyl ((S)-3-(3-(Cyclopropylsulfonyl)phenoxy)-2-hydroxypropyl)((S)-1-oxa-8-azaspiro[4.5]decan-3-yl)carbamate